N-(2,4-difluorobenzyl)-3-(thien-2-yl)-1,2,4-oxadiazole-5-carboxamide FC1=C(CNC(=O)C2=NC(=NO2)C=2SC=CC2)C=CC(=C1)F